C(C=C)(=O)OCCCCC[Si](C)(C)Cl acryloxybutyl-chlorotrimethylsilane